isobutyl-(isopropyl)-dimethoxysilane tert-butyl-9-[(2-cyano-1,3-benzothiazol-5-yl)amino]-3-azabicyclo[3.3.1]nonane-3-carboxylate C(C)(C)(C)OC(=O)N1CC2CCCC(C1)C2NC=2C=CC1=C(N=C(S1)C#N)C2.C(C(C)C)[Si](OC)(OC)C(C)C